Methyl-2-Oxovalerate COC(C(CCC)=O)=O